C(C)(C)NCC(C)C 3-Isopropylamino-2-methyl-propan